4'-Hydroxyazobenzol OC1=CC=C(C=C1)N=NC1=CC=CC=C1